6-{[(Dimethylamino)carbothioyl]sulfanyl}hexanoic Acid CN(C(=S)SCCCCCC(=O)O)C